6-bromo-3,3-bis(4-dimethylaminophenyl)phthalide BrC1=CC=C2C(OC(=O)C2=C1)(C1=CC=C(C=C1)N(C)C)C1=CC=C(C=C1)N(C)C